ClC(C(=O)N(CC=C)CC(NC=CC)=O)Cl 2,2-dichloro-N-[2-oxo-2-(propenyl-amino)ethyl]-N-2-propenyl-acetamide